ClC=1C=C(C(=C(C1)C1=CC=C2C(=CN=NC2=C1)NCC1=C(C=C(C=C1)OC)OC)OC)C1NCOC1 7-[5-chloro-2-methoxy-3-(oxazolidin-4-yl)phenyl]-N-[(2,4-dimethoxyphenyl)methyl]cinnolin-4-amine